FC=1C=C(C=CC1F)CCC=1C=C(C(NN1)=O)O 6-[2-(3,4-difluorophenyl)ethyl]-4-hydroxypyridazin-3(2H)-one